C(C1=CC=CC=C1)OC1=C(C(=CC(=C1)C(F)F)O)C(=O)N1CC2=CC=CC(=C2C1)NC (2-(Benzyloxy)-4-(difluoromethyl)-6-hydroxyphenyl)(4-(methylamino)isoindolin-2-yl)methanone